(6-ethoxy-1,3-benzothiazol-2-yl)-4-azatricyclo[5.2.1.02,6]dec-8-ene-3,5-dione C(C)OC1=CC2=C(N=C(S2)C23C4C(NC(C4C(C=C2)C3)=O)=O)C=C1